ethyl p-toluate CCOC(=O)C1=CC=C(C=C1)C